C(C)(C)(C)C=1C(=C(C=CC1)CCC(=O)[O-])O 3-(3-tert-butyl hydroxyphenyl)propionate